3,4-bis{[(1,2,2,6,6-pentamethylpiperidine-4-yl)oxy]carbonyl}hexanedioate CN1C(CC(CC1(C)C)OC(=O)C(CC(=O)[O-])C(CC(=O)[O-])C(=O)OC1CC(N(C(C1)(C)C)C)(C)C)(C)C